[S-2].[Ag+].[Ag+] silver (i) sulfide